((2R)-2-((2S)-2-((2S)-2-amino-3-(1-((4-methoxyphenyl)(phenyl)methyl)-1H-imidazol-4-yl)propanamido)-6-octanamidohexanamido)-3-(p-tolyl)propanoyl)-L-tyrosine N[C@H](C(=O)N[C@H](C(=O)N[C@@H](C(=O)N[C@@H](CC1=CC=C(C=C1)O)C(=O)O)CC1=CC=C(C=C1)C)CCCCNC(CCCCCCC)=O)CC=1N=CN(C1)C(C1=CC=CC=C1)C1=CC=C(C=C1)OC